5-Hepten-2-ol CC(CCC=CC)O